4-((3s,5r)-3-amino-5-fluoropiperidin-1-yl)-3-chloro-5-fluoro-2-methyl-1H-indole-7-carboxamide hydrochloride Cl.N[C@@H]1CN(C[C@@H](C1)F)C1=C2C(=C(NC2=C(C=C1F)C(=O)N)C)Cl